methyl 5-((S)-1-((R)-4-(4-bromo-2-fluorophenyl)-2-((tert-butoxycarbonyl) imino)-4-neopentyl-5-oxoimidazolidin-1-yl)-2-hydroxyethyl)-2-chlorobenzoate BrC1=CC(=C(C=C1)[C@]1(NC(N(C1=O)[C@H](CO)C=1C=CC(=C(C(=O)OC)C1)Cl)=NC(=O)OC(C)(C)C)CC(C)(C)C)F